(3-((4-aminophenyl)diazenyl)phenyl)methanol NC1=CC=C(C=C1)N=NC=1C=C(C=CC1)CO